Cl.O=C1NC(CCC1NC(=O)C=1C=NC=C(C1)N1CCNCC1)=O N-(2,6-dioxopiperidin-3-yl)-5-(piperazin-1-yl)pyridine-3-carboxamide hydrochloride